C1(CC1)S(=O)(=O)C=1C=C(OC[C@H](CN(C(OC(C)(C)C)=O)[C@H]2COC3(C2)CCN(CC3)S(=O)(=O)C=3C=NC2=CC=CC=C2C3O)O)C=CC1 tert-butyl ((S)-3-(3-(cyclopropylsulfonyl)phenoxy)-2-hydroxypropyl)((R)-8-((4-hydroxyquinolin-3-yl)sulfonyl)-1-oxa-8-azaspiro[4.5]decan-3-yl)carbamate